ClC=1C=CC(=NC1)N(S(=O)(=O)C(F)(F)F)S(=O)(=O)C(F)(F)F N-(5-chloropyridin-2-yl)-1,1,1-trifluoro-N-trifluoromethanesulfonylmethanesulfonamide